P(=O)([O-])(O)O.[Na+].[Cl-].C[NH2+]C dimethyl-ammonium chloride sodium phosphate